bis[4-(diphenylsulfonio) phenyl] sulfide tetrakis(pentafluorophenyl)borate FC1=C(C(=C(C(=C1[B-](C1=C(C(=C(C(=C1F)F)F)F)F)(C1=C(C(=C(C(=C1F)F)F)F)F)C1=C(C(=C(C(=C1F)F)F)F)F)F)F)F)F.C1(=CC=CC=C1)[S+](C1=CC=C(C=C1)SC1=CC=C(C=C1)[S+](C1=CC=CC=C1)C1=CC=CC=C1)C1=CC=CC=C1.FC1=C(C(=C(C(=C1[B-](C1=C(C(=C(C(=C1F)F)F)F)F)(C1=C(C(=C(C(=C1F)F)F)F)F)C1=C(C(=C(C(=C1F)F)F)F)F)F)F)F)F